2,2,2-trifluoro-N-[(3R,5S)-5-fluoro-3-piperidyl]-N-(1-methylpyrazol-4-yl)acetamide trifluoroacetate FC(C(=O)O)(F)F.FC(C(=O)N(C=1C=NN(C1)C)[C@H]1CNC[C@H](C1)F)(F)F